(S)-((but-3-yn-2-yloxy)methyl)benzene C[C@@H](C#C)OCC1=CC=CC=C1